N-{4-[2-(2,6-dichloro-4-fluorophenyl)acetamido]pyridin-2-yl}-N-(4-fluorophenyl)acetamide ClC1=C(C(=CC(=C1)F)Cl)CC(=O)NC1=CC(=NC=C1)N(C(C)=O)C1=CC=C(C=C1)F